(4-formylphenyl)boronic acid C(=O)C1=CC=C(C=C1)B(O)O